FC1=C(C=CC=C1NC(CN1N=C(C2=CC=CC=C12)C(=O)N)=O)C1=C(C=CC=C1)C (2-((2-fluoro-2'-methyl-[1,1'-biphenyl]-3-yl)amino)-2-oxoethyl)-1H-indazole-3-carboxamide